OC1=C(C=CC=C1)C(CC1CCN(CC1)C)C1=C(C=CC=C1)O 4-(2,2-bis(2-hydroxyphenyl)ethyl)-1-methylpiperidine